(3-methoxy-2,6-dimethylphenyl)boric acid COC=1C(=C(C(=CC1)C)OB(O)O)C